FC(C(CCCCCC)(F)F)(F)OCCCCCC 1,1,2,2-tetrafluorooctylhexyl ether